4-(4-methoxy-1-((5-methoxy-7-methyl-1H-indol-4-yl)methyl)piperidin-2-yl)benzoic acid COC1CC(N(CC1)CC1=C2C=CNC2=C(C=C1OC)C)C1=CC=C(C(=O)O)C=C1